4-({[5-(3-Chlorophenyl)-1,3-oxazol-2-yl]methyl}sulfanyl)-6-ethyl-1,3,5-triazin-2-amin ClC=1C=C(C=CC1)C1=CN=C(O1)CSC1=NC(=NC(=N1)CC)N